5-oxa-2,8-diazaspiro[3.5]nonane-2-carboxylic acid tert-butyl ester C(C)(C)(C)OC(=O)N1CC2(C1)OCCNC2